C1(=CC=C(C=C1)N(C1=CC=2C(C3=CC=CC=C3C2C=C1)(C)C)C1=CC=C(C=C1)Cl)C1=CC=CC=C1 biphenyl-4-yl-(4-chlorophenyl)(9,9-dimethyl-9H-fluoren-2-yl)amine